2-(4-cyanophenyl)pyridin C(#N)C1=CC=C(C=C1)C1=NC=CC=C1